(2R)-2-amino-3-[2-chloro-4-(2-furylmethylamino)-7-methyl-thieno[3,2-d]pyrimidin-6-yl]propan-1-ol dihydrochloride Cl.Cl.N[C@@H](CO)CC1=C(C=2N=C(N=C(C2S1)NCC=1OC=CC1)Cl)C